2-(3-(hydroxymethyl)piperidin-1-yl)-N-(2-sulfamoylpyridin-4-yl)-5-(trifluoromethyl)-nicotinamide OCC1CN(CCC1)C1=C(C(=O)NC2=CC(=NC=C2)S(N)(=O)=O)C=C(C=N1)C(F)(F)F